BrC=1C2=CN(N=C2C=CC1)C/C=C/CN1C(C2=CC=CC=C2C1=O)=O 2-[(E)-4-(4-bromoindazol-2-yl)but-2-enyl]isoindoline-1,3-dione